4-methyl-6-(thiophen-3-yl)-1,4-dihydro-2H-3,1-benzoxazin-2-one CC1OC(NC2=C1C=C(C=C2)C2=CSC=C2)=O